NC1=C(N=C(N1CC1=CC=C(CNC(OC(C)(C)C)=O)C=C1)CCCC)C#N tert-Butyl (4-((5-amino-2-butyl-4-cyano-1H-imidazol-1-yl)methyl)benzyl)carbamate